cesium carbonate salt C([O-])([O-])=O.[Cs+].[Cs+]